C(CCC)OC(=O)C1=NC=2CCC[C@@H](C2C=C1)N(CCC1=C(C=CC=C1)OCC1=C(C=C(C=C1)C1=CC=C(C=C1)C(F)(F)F)Cl)CCC1=CC=C(C=C1)C(=O)OCCCC Butyl-(5S)-5-({2-[4-(butoxycarbonyl)phenyl]ethyl}[2-(2-{[3-chloro-4'-(trifluoromethyl) [biphenyl]-4-yl] methoxy} phenyl)ethyl]amino)-5,6,7,8-tetrahydrochinoline-2-carboxylate